calcium oxygen gadolinium triborate B([O-])([O-])[O-].B([O-])(O)O.B([O-])([O-])[O-].[Gd+3].[O+2].[Ca+2]